N-(1-(3-Cyclohexyl-4-oxo-3,4-dihydrophthalazin-1-yl)azepan-3-yl)ethanesulfonamide C1(CCCCC1)N1N=C(C2=CC=CC=C2C1=O)N1CC(CCCC1)NS(=O)(=O)CC